7'-methylspiro[cyclobutane-1,3'-indolin]-2'-one CC=1C=CC=C2C3(C(NC12)=O)CCC3